C1(=CC=CC=C1)C1=NC2=C(N1C1=CC=CC=C1)C=CC=C2 diphenyl-1H-benzo[d]imidazole